C(CCCCCCCCC)[P+](CC(CCCC)CC)(CC(CCCC)CC)CC(CCCC)CC (n-decyl)tri(2-ethylhexyl)phosphonium